tert-butyl (3R,5S)-3-amino-5-fluoropiperidine-1-carboxylate N[C@H]1CN(C[C@H](C1)F)C(=O)OC(C)(C)C